ClC=1C(=CC(=C(C1)C1=CC=C2C(=CN=NC2=C1)NCC1=C(C=C(C=C1)OC)OC)N1N=CC=C1)OC 7-(5-chloro-4-methoxy-2-pyrazol-1-ylphenyl)-N-[(2,4-dimethoxyphenyl)methyl]cinnolin-4-amine